FC1=NC(=CC=C1CNC(=O)C=1C(C(=C2N(C[C@@H]3N(C2=O)[C@H](CO3)C)C1)[O-])=O)F.[Na+] sodium (3S,11aR)-8-({[(2,6-difluoropyridin-3-yl)methyl]amino}carbonyl)-3-methyl-5,7-dioxo-2,3,5,7,11,11a-hexahydro[1,3]oxazolo[3,2-a]pyrido[1,2-d]pyrazin-6-olate